C([O-])(O)=O.[Na+].NC1=NC=2C=CC(=CC2C2=C1COC2)C(=O)N2[C@@H](COC[C@@H]2C)C=2N=NC(=CC2)OCC (4-amino-1,3-dihydrofuro[3,4-c]quinolin-8-yl)((3R,5S)-3-(6-ethoxy-3-pyridazinyl)-5-methyl-4-morpholinyl)methanone Sodium Bicarbonate